4-((2R,3S,5R)-3-(3,4-difluoro-2-methoxyphenyl)-5-methyl-5-(trifluoromethyl)tetrahydrothiophene-2-carboxamido)-N-hydroxypicolinamide FC=1C(=C(C=CC1F)[C@H]1[C@@H](S[C@](C1)(C(F)(F)F)C)C(=O)NC1=CC(=NC=C1)C(=O)NO)OC